BrC1=CC=C(C=N1)C(C)N1C(C=2N([C@@H](C1)C)N=C1C2CN([C@@H](C1)C)C(C1=CC(=C(C=C1)Cl)Cl)=O)=O (3R,7R)-9-(1-(6-Bromopyridin-3-yl)ethyl)-2-(3,4-dichlorobenzoyl)-3,7-dimethyl-1,2,3,4,8,9-hexahydropyrido[4',3':3,4]pyrazolo[1,5-a]pyrazin-10(7H)-one